BrC1=C(C=C(C=C1)OCOC)C#CC1CCOCC1 4-((2-bromo-5-(methoxymethoxy)phenyl)ethynyl)tetrahydro-2H-pyran